methyl (R)-2-(4-(3H-[1,2,3]triazolo[4,5-b]pyridin-3-yl)-N-(1-(tertbutoxycarbonyl) piperidin-3-yl)-2-fluorobenzamido)nicotinate N1=NN(C2=NC=CC=C21)C2=CC(=C(C(=O)N([C@H]1CN(CCC1)C(=O)OC(C)(C)C)C1=C(C(=O)OC)C=CC=N1)C=C2)F